dipyrrolo[1,2-c:2',1'-f][1,3,2]Diazaborinine C1=CCN2BN3C(C=C21)=CC=C3